FC1(CC(C1)CCN[C@@H]1CCC=2C=C(C(=C(C2C1)F)N1CC(NS1(=O)=O)=O)O)F 5-[(7R)-7-{[2-(3,3-difluorocyclobutyl)ethyl]amino}-1-fluoro-3-hydroxy-5,6,7,8-tetrahydronaphthalen-2-yl]-1λ6,2,5-thiadiazolidine-1,1,3-trione